COC1=CC=C(C=C1)/C(=C/C1=C(C(=O)O)C=CN=C1)/C (E)-3-(2-(4-methoxyphenyl)prop-1-en-1-yl)isonicotinic acid